2,5-dimethylfuran-3-carbothioate CC=1OC(=CC1C([O-])=S)C